C[C@H]1CC[C@@H](NC1)C=1C=CC2=CN(N=C2C1)C1COCC1 |r| 6-[rac-(2R,5S)-5-methyl-2-piperidyl]-2-tetrahydrofuran-3-yl-indazole